C[C@@]1(COC(=CC1)C(=O)OCC)C(F)(F)F |r| Ethyl rac-3-methyl-3-(trifluoromethyl)-3,4-dihydro-2H-pyran-6-carboxylate